FC=1C=C2C(NN=C(C2=CC1F)C1=CC2=C(NC(=N2)NC(OC(C)C)=O)C=C1)=O Isopropyl (5-(6,7-difluoro-4-oxo-3,4-dihydrophthalazin-1-yl)-1H-benzimidazol-2-yl)carbamate